methyl 5-bromo-2-(bromomethyl)-3-fluoro-benzoate BrC=1C=C(C(=C(C(=O)OC)C1)CBr)F